Ethyl 3,5-dimethyl-2-(2-((7-(5-methyl-1,2,4-oxadiazol-3-yl)isoquinolin-1-yl)amino)ethyl)-3H-imidazo[4,5-b]pyridine-6-carboxylate CN1C(=NC=2C1=NC(=C(C2)C(=O)OCC)C)CCNC2=NC=CC1=CC=C(C=C21)C2=NOC(=N2)C